[C@H]12CN(C[C@H](CC1)N2)C=2C1=C(N=C(N2)OCCC2CC(C2)(F)F)C(=C(N=C1)C1=CC=CC2=CC=CC(=C12)Cl)F 4-((1R,5S)-3,8-diazabicyclo[3.2.1]octan-3-yl)-7-(8-chloronaphthalen-1-yl)-2-(2-(3,3-difluorocyclobutyl)ethoxy)-8-fluoropyrido[4,3-d]pyrimidine